N-ethoxy-4-((2-methoxy-3-(5-methyl-pyrazin-2-yl)phenyl)-amino)-6-((5-(trifluorometh-yl)pyridin-3-yl)amino)nicotinamide C(C)ONC(C1=CN=C(C=C1NC1=C(C(=CC=C1)C1=NC=C(N=C1)C)OC)NC=1C=NC=C(C1)C(F)(F)F)=O